5-chloro-3-hydroxy-8-((1-(thiophen-3-yl)-1H-indazol-6-yl)sulfonyl)quinazoline-2,4(1H,3H)-dione ClC1=C2C(N(C(NC2=C(C=C1)S(=O)(=O)C1=CC=C2C=NN(C2=C1)C1=CSC=C1)=O)O)=O